CN1CCN(CC1)C=1C=CC(=NC1)NC=1C=CC(=C2CNC(C12)=O)C1=C2C(=NC=C1)N(N=C2)C 7-[[5-(4-methylpiperazin-1-yl)-2-pyridyl]amino]-4-(1-methylpyrazolo[3,4-b]pyridin-4-yl)isoindolin-1-one